4-bromo-2-[3-(3,5-dibromophenyl)ureido]-N-ethylbenzamide BrC1=CC(=C(C(=O)NCC)C=C1)NC(=O)NC1=CC(=CC(=C1)Br)Br